N-(2-(4-(oxazol-4-ylmethyl)piperazin-1-yl)-5-(trifluoromethyl)phenyl)-1H-pyrazole-3-carboxamide O1C=NC(=C1)CN1CCN(CC1)C1=C(C=C(C=C1)C(F)(F)F)NC(=O)C1=NNC=C1